3,3-dimethyl-1-(trifluoromethyl)-1,2-benziodoxolane CC1(OI(C2=C1C=CC=C2)C(F)(F)F)C